methyl 3-(3-(2-carbamoyl-1H-indol-1-yl)phenyl)propanoate C(N)(=O)C=1N(C2=CC=CC=C2C1)C=1C=C(C=CC1)CCC(=O)OC